2-(1-trifluoromethyl-ethyl)-2-methylsuccinic acid diethyl ester C(C)OC(C(CC(=O)OCC)(C)C(C)C(F)(F)F)=O